2-(trifluoromethyl)-7-(trifluoromethylthio)-9H-indeno[2,1-d]pyrimidin-9-one FC(C=1N=CC2=C(N1)C(C=1C=C(C=CC12)SC(F)(F)F)=O)(F)F